FC(C1=NC=C(C=N1)C1=CN(C=2N=CN=C(C21)N)C(CC)C=2N=NN(C2)C2=C(C=CC=C2)F)F 5-[2-(Difluoromethyl)pyrimidin-5-yl]-7-{1-[1-(2-fluorophenyl)-1H-1,2,3-triazol-4-yl]propyl}-7H-pyrrolo[2,3-d]pyrimidin-4-amine